C1(CCC1)C1COCC(N1)C1=CC=C2CNC(C2=C1)=O 6-(5-Cyclobutylmorpholin-3-yl)-2,3-dihydro-isoindol-1-one